(Tert-butyl)-N-(4-(6-(2-methoxyethoxy)pyrazolo[1,5-a]pyrazin-4-yl)-2-methylbenzyl)-1H-1,2,3-triazole-4-carboxamide C(C)(C)(C)N1N=NC(=C1)C(=O)NCC1=C(C=C(C=C1)C=1C=2N(C=C(N1)OCCOC)N=CC2)C